(2-(3-hydroxyazetidin-1-yl)pyrimidin-5-yl)boronic acid OC1CN(C1)C1=NC=C(C=N1)B(O)O